CN1S(C=2N(C(C1)C(=O)[O-])C(C=C(C2C2=CC(=CC=C2)C(F)(F)F)C(C2=CC=CC1=CC=CC=C21)(F)F)=O)(=O)=O Methyl-8-(difluoro(naphthalen-1-yl)methyl)-6-oxo-9-(3-(trifluoromethyl)phenyl)-3,4-dihydro-2H,6H-pyrido[1,2-e][1,2,5]thiadiazine-4-carboxylate 1,1-dioxide